C(C1=CC=CC=C1)OC=1C=C(OC2C(NC(CC2)=O)=O)C=C(C1)OC 3-(3-benzyloxy-5-methoxy-phenoxy)piperidine-2,6-dione